NC1=CC=CC(=N1)S(=O)(=O)NC(=O)C=1C(=NC(=CC1)C=1C=NC=C(C1)OC1CCCC1)N1[C@H](CC[C@H]1C)C N-[(6-Amino-2-pyridyl)sulfonyl]-6-[5-(cyclopentoxy)-3-pyridyl]-2-[(2S,5R)-2,5-dimethylpyrrolidin-1-yl]pyridin-3-carboxamid